C([C@@H](C)O)O (R)-(-)-propan-1,2-diol